tert-butyl (2-cyano-2-(isoquinolin-4-ylamino)propyl)carbamate C(#N)C(CNC(OC(C)(C)C)=O)(C)NC1=CN=CC2=CC=CC=C12